C[C@H]1[C@H]([C@H]([C@@H]([C@@H](O1)O[C@H]2[C@@H]([C@H](OC([C@@H]2O)O)COS(=O)(=O)O)O[C@H]3[C@@H]([C@H]([C@H]([C@H](O3)CO)O)OS(=O)(=O)O)O)O)O)O The molecule is a trisaccharide derivative that consists of 6-sulfated D-glucose having an alpha-L-fucosyl residue attached at position 3 and a 3-sulfated beta-D-galactosyl residue attached at position 4. It has a role as an epitope. It is an oligosaccharide sulfate and a trisaccharide derivative.